[N].N Ammonia nitrogen